NC1=NC=2C=CC(=CC2C2=C1C=NN2C)C(=O)N(N(C)C(CC2CC2)=O)CC2=NC=C(C=C2)C(F)(F)F 4-amino-N'-(2-cyclopropylacetyl)-N',1-dimethyl-N-((5-(trifluoromethyl)pyridin-2-yl)methyl)-1H-pyrazolo[4,3-c]quinoline-8-carbohydrazide